2-(2-fluoro-4-(6-((2-(methylsulfonamido)benzyl)oxy)pyridin-2-yl)benzyl)-1-(2-methoxyethyl)-1H-benzo[d]imidazole-6-carboxylic acid FC1=C(CC2=NC3=C(N2CCOC)C=C(C=C3)C(=O)O)C=CC(=C1)C1=NC(=CC=C1)OCC1=C(C=CC=C1)NS(=O)(=O)C